The molecule is a linear-fused organic heterotetracyclic compound consisting of a [1,3,2]dioxaphosphinane fused to a pyran-4-one ring which is in turn fused to a pteridine ring system. It is an organic heterotetracyclic compound, an oxacycle and an organonitrogen heterocyclic compound. It is a conjugate acid of a precursor Z(1-). C1C2C(C(=O)C3C(O2)NC4=C(N3)C(=O)NC(=N4)N)OP(=O)(O1)O